2,3,4-tribenzyl-glucose C(C1=CC=CC=C1)[C@@](C=O)(O)[C@@](O)([C@](O)([C@H](O)CO)CC1=CC=CC=C1)CC1=CC=CC=C1